chloro-1-(6-(2,5-dimethyl-1H-pyrrol-1-yl)pyridin-3-yl)ethan-1-one ClCC(=O)C=1C=NC(=CC1)N1C(=CC=C1C)C